C12CN(CC(CC1)C2)C=2C=1N(N=C(C2)C=2C(=NC(=NC2)OC)OC)C=CN1 8-(3-azabicyclo[3.2.1]octan-3-yl)-6-(2,4-dimethoxypyrimidin-5-yl)imidazo[1,2-b]pyridazine